FC=1C(N(C=CC1)C=1C=NC(=CC1)N[C@@H]1C[C@H](CC1)NC=1N=NC(=CN1)C)=O 3-Fluoro-6'-(((1S,3S)-3-((6-methyl-1,2,4-triazin-3-yl)amino)cyclopentyl)amino)-2H-[1,3'-bipyridin]-2-one